3-(4-((2-((6-propylpyrazin-2-yl)amino)pyridin-4-yl)methoxy)naphthalen-1-yl)urea C(CC)C1=CN=CC(=N1)NC1=NC=CC(=C1)COC1=CC=C(C2=CC=CC=C12)NC(N)=O